FC1=C(C=CC(=C1)C(F)(F)F)C#CC1=CN(C2=NC=C(C=C21)NC(C=C)=O)C N-(3-((2-Fluoro-4-(trifluoromethyl)phenyl)ethynyl)-1-methyl-1H-pyrrolo[2,3-b]pyridin-5-yl)acrylamide